N6-(2-azidoacetyl)-D-lysine N(=[N+]=[N-])CC(=O)NCCCC[C@@H](N)C(=O)O